Benzoic acid-2-hydroxy-3,3,5-trimethylcyclohexyl ester OC1C(CC(CC1(C)C)C)OC(C1=CC=CC=C1)=O